BrC1=CC2=C(N=C(N=C2NC(C)C=2C(=C(C#N)C=CC2)C)Cl)N=C1 3-[1-(6-Bromo-2-chloro-pyrido[2,3-d]pyrimidin-4-ylamino)-ethyl]-2-methyl-benzonitrile